OC1CCC(N(C1)C(C(C)SC)=O)C=1NC(=CN1)C1=CC=C(C=C1)CO 1-(5-hydroxy-2-(5-(4-(hydroxymethyl)phenyl)-1H-imidazol-2-yl)piperidin-1-yl)-2-(methylthio)propan-1-one